(2R,3S,5R)-4-[[3-[2-(Difluoromethoxy)-4-fluoro-phenyl]-5-methyl-5-(trifluoromethyl)tetrahydrofuran-2-carbonyl]amino]pyridin-2-carboxamid FC(OC1=C(C=CC(=C1)F)[C@H]1[C@@H](O[C@](C1)(C(F)(F)F)C)C(=O)NC1=CC(=NC=C1)C(=O)N)F